2-(6-azaspiro[2.5]oct-6-yl)-5-chloro-4,6-dimethyl-N-(5-sulfamoyl-3-pyridinyl)pyridine-3-carboxamide C1CC12CCN(CC2)C2=NC(=C(C(=C2C(=O)NC=2C=NC=C(C2)S(N)(=O)=O)C)Cl)C